5-(2-carboxy-4-hydroxyphenoxy)-2-hydroxybenzoic acid C(=O)(O)C1=C(OC=2C=CC(=C(C(=O)O)C2)O)C=CC(=C1)O